ClC1=C(C=CC=C1C1=C(C(=NC=C1)Cl)Cl)C1=CC=C(C(=N1)OC)CN(C(OC(C)(C)C)=O)C[C@H]1NC(CC1)=O tert-butyl N-[[6-[2-chloro-3-(2,3-dichloro-4-pyridyl)phenyl]-2-methoxy-3-pyridyl]methyl]-N-[[(2S)-5-oxopyrrolidin-2-yl]methyl]carbamate